pyrazolo[3,4-b]pyridinone C1=CC2=C(N=C1)N=NC2=O